N-{[2-(2-chloro-5-fluorophenyl)-1-[(4-methoxyphenyl)methyl]-5-oxopyrrolidin-3-yl]methyl}-3-fluoro-5-(trifluoromethyl)benzamide ClC1=C(C=C(C=C1)F)C1N(C(CC1CNC(C1=CC(=CC(=C1)C(F)(F)F)F)=O)=O)CC1=CC=C(C=C1)OC